1,1-cyclobutanediCarboxylate C1(CCC1)(C(=O)[O-])C(=O)[O-]